6-(1-(8-acetyl-8-azabicyclo[3.2.1]octan-3-yl)-5-methyl-1H-pyrazol-4-yl)-4-((3-fluoropyridin-2-yl)thio)pyrazolo[1,5-a]pyridine-3-carbonitrile C(C)(=O)N1C2CC(CC1CC2)N2N=CC(=C2C)C=2C=C(C=1N(C2)N=CC1C#N)SC1=NC=CC=C1F